N,N-dimethylol-3,4-dioleyloxybenzoylamine C(O)N(CO)C(C1=CC(=C(C=C1)OCCCCCCCC\C=C/CCCCCCCC)OCCCCCCCC\C=C/CCCCCCCC)=O